FC(C1=NC=CC=C1)(F)F 2-(trifluoro-methyl)pyridin